1-diethoxyphosphoryl-benzimidazol-2-amine C(C)OP(=O)(OCC)N1C(=NC2=C1C=CC=C2)N